NCC1=CC=C(OCC=2SC=C3C2CN(C3=O)C3C(NC(CC3)=O)=O)C=C1 3-(1-((4-(aminomethyl)phenoxy)-methyl)-4-oxo-4H-thieno[3,4-c]pyrrol-5(6H)-yl)piperidine-2,6-dione